FC1=CC=C(C=C1)[C@H](C)NC1=NC(=CC(=C1)C1=NOC=N1)NC1=NC=CN=C1 (S)-N2-[1-(4-fluorophenyl)ethyl]-4-(1,2,4-oxadiazol-3-yl)-N6-(pyrazin-2-yl)pyridine-2,6-diamine